ClC=1C=CC(=C2[C@@H](CCOC12)NC(C1=CC(=CC=C1)NC1(CCN(CC1)C)C1=NN=C(N1)C1=CC=NC=C1)=O)F (R)-N-(8-chloro-5-fluorochroman-4-yl)-3-((1-methyl-4-(5-(pyridin-4-yl)-4H-1,2,4-triazol-3-yl)piperidin-4-yl)amino)benzamide